S1[As](SCC1)C=1C=CC(=C(C1)NC(COCCOCCOCCOCCN=[N+]=[N-])=O)OC N-(5-(1,3,2-dithiarsolan-2-yl)-2-methoxyphenyl)-14-azido-3,6,9,12-tetra-oxatetradecanamide